((6-(4-fluoro-1H-pyrazol-1-yl)pyridin-3-yl)methyl)-2,5-dihydro-1H-pyrrole-1-carboxamide FC=1C=NN(C1)C1=CC=C(C=N1)CC1N(CC=C1)C(=O)N